aminocyclohexyl-ethane NC(C)C1CCCCC1